C(C1CO1)OCCC[Si](OC)(OC)OC γ-glycidoxypropyl-trimethoxylsilane